FC1=CC=C(C=C1)[C@H]1[C@@H](CN(C1)CCOC)NC(=O)NC1=C(C(=NN1C1=C(C=CC=C1)F)C=1C=NN(C1)C)C 1-((3s,4r)-4-(4-fluorophenyl)-1-(2-methoxyethyl)pyrrolidin-3-yl)-3-(1-(2-fluorophenyl)-1',4-dimethyl-1h,1'h-[3,4'-bipyrazolyl]-5-yl)urea